C(#N)COCCCCNC(OC(C)(C)C)=O tert-butyl (4-(cyanomethoxy)butyl)carbamate